The molecule is a member of the class of phenylethanolamines that is phenol which is substituted at the para- position by a 2-amino-1-hydroxyethyl group. A biogenic phenylethanolamine which has been found to act as a neurotransmitter, neurohormone or neuromodulator in invertebrates. It has a role as a neurotransmitter. It is a member of phenylethanolamines and a member of tyramines. It is a conjugate base of an octopaminium. C1=CC(=CC=C1C(CN)O)O